C(C)(C)(C)C1=CC=C(C=C1)C=1OC2=CC=CC=C2C(C1OCC(=O)NC=1SC2=C(N1)C=CC(=C2)Cl)=O 2-((2-(4-(tert-butyl)phenyl)-4-oxo-4H-chromen-3-yl)oxy)-N-(6-chlorobenzo[d]thiazol-2-yl)acetamide